2-[7-[[5-(trifluoromethyl)-2-pyridyl]methyl]-2,7-diazaspiro[3.5]nonane-2-carbonyl]-2,5-diazaspiro[3.4]octan-6-one FC(C=1C=CC(=NC1)CN1CCC2(CN(C2)C(=O)N2CC3(C2)NC(CC3)=O)CC1)(F)F